[5-(1-[(2E)-2-(aminomethyl)-3-fluoroprop-2-en-1-yl]-5-oxo-1,5-dihydro-4H-1,2,4-triazol-4-ylmethyl)thiophen-2-yl]-1,4-dihydro-2H-3,1-benzoxazin-2-one hydrochloride Cl.NC/C(/CN1N=CN(C1=O)CC1=CC=C(S1)N1C(OCC2=C1C=CC=C2)=O)=C\F